(2-(difluoromethoxy)pyridin-4-yl)methanamine hydrochloride Cl.FC(OC1=NC=CC(=C1)CN)F